3,5-dihydroxy-4-((1S,6S)-3-methyl-6-(prop-1-en-2-yl)cyclohex-2-enyl)phenyl trifluoromethanesulfonate FC(S(=O)(=O)OC1=CC(=C(C(=C1)O)[C@H]1C=C(CC[C@@H]1C(=C)C)C)O)(F)F